ClC=1C(=NC=CC1C(C)(CCC=C)NC1=CC=C(C=C1)OC)F N-(2-(3-chloro-2-fluoropyridin-4-yl)hex-5-en-2-yl)-4-methoxyaniline